6,7-dimethoxy-4-(piperidine-1-carbonyl)-5',6',7',8'-tetrahydro-1H-[2,8'-biisoquinolin]-1-one COC=1C=C2C(=CN(C(C2=CC1OC)=O)C1CCCC=2C=CN=CC12)C(=O)N1CCCCC1